tert-butyl N-[(tert-butoxy)carbonyl]-N-(4-chloropyrimidin-2-yl)carbamate C(C)(C)(C)OC(=O)N(C(OC(C)(C)C)=O)C1=NC=CC(=N1)Cl